O=C1NC(CCC1N1C2=C(C3=CC=C(C=C13)C#CCOCCOCCNC(OC(C)(C)C)=O)C=CC=N2)=O 1-Tert-Butyl (2-(2-((3-(9-(2,6-dioxopiperidin-3-yl)-9H-pyrido[2,3-b]indol-7-yl)prop-2-yn-1-yl)oxy)ethoxy)ethyl)carbamate